C(C)(C)(C)OC(=O)NC[C@H](C)OC1=NC=C(C=C1)F 2-(((S)-1-((tert-butyloxycarbonyl)amino)propan-2-yl)oxy)-5-fluoropyridin